ClC=1N(C(C=2NC(=NC2N1)C=1OC=CC1)=O)CCC 2-chloro-8-furan-2-yl-1-propyl-1,7-dihydro-purin-6-one